OCC=1N=C(SC1[S@](=O)(N)=NC(NC1=C2C(=NC3=C1CCC3)[C@@H](CC2)C)=O)C(C)(C)O |o1:22| (S,R) or (S,S)-4-(hydroxymethyl)-2-(2-hydroxypropan-2-yl)-N'-((3-methyl-1,2,3,5,6,7-hexahydrodicyclopenta[b,e]pyridin-8-yl)carbamoyl)thiazole-5-sulfonimidamide